N-[(1S)-1-[[(1S)-2-amino-2-oxo-1-[[(3S)-2-oxopyrrolidin-3-yl]methyl]ethyl]carbamoyl]-3-methyl-butyl]-4-ethoxy-1H-indole-2-carboxamide NC([C@H](C[C@H]1C(NCC1)=O)NC(=O)[C@H](CC(C)C)NC(=O)C=1NC2=CC=CC(=C2C1)OCC)=O